1-(7-methoxy-1H-indol-1-yl)ethan-1-one COC=1C=CC=C2C=CN(C12)C(C)=O